ClC1=NC=C(C(=C1)N1CC2(CC1)CCN(CC2)C(=O)OC(C)(C)C)C#CC=2C=NN(C2)C tert-Butyl 2-(2-chloro-5-((1-methyl-1H-pyrazol-4-yl)ethynyl)pyridin-4-yl)-2,8-diazaspiro[4.5]decane-8-carboxylate